3-(2-(2-azabicyclo[3.1.0]hexan-2-yl)ethyl)-7-fluoro-4-methoxy-1-((2-(trimethylsilyl)ethoxy)methyl)-1H-indazole C12N(CCC2C1)CCC1=NN(C2=C(C=CC(=C12)OC)F)COCC[Si](C)(C)C